ClC=1C=C(C(=O)NC2=CC=C(C=3N=NN(C(C32)=O)CC3=C(C=CC=C3)C(F)(F)F)C)C=C(C1O)Cl 3,5-dichloro-4-hydroxy-N-(8-methyl-4-oxo-3-(2-(trifluoromethyl)benzyl)-3,4-dihydrobenzo[d][1,2,3]triazin-5-yl)benzamide